ClC1=C(C=CC(=C1)[N+](=O)[O-])[C@@H]1COCCCN1C1=NC(=NC(=C1)C)N |r| (+/-)-4-[3-(2-chloro-4-nitro-phenyl)-1,4-oxazepan-4-yl]-6-methyl-pyrimidin-2-amine